3-(4-t-butyl-2,6-dinitrophenyl)-2,2-dimethylpropanamide C(C)(C)(C)C1=CC(=C(C(=C1)[N+](=O)[O-])CC(C(=O)N)(C)C)[N+](=O)[O-]